C(#N)C1(CCC1)C=1C=CC(=C(C(=O)OC2=CC=CC=C2)C1)OC Phenyl 5-(1-cyanocyclobutyl)-2-methoxybenzoate